((3-(((4'-cyano-[1,1'-biphenyl]-4-yl)oxy)methyl)-1-(4-methoxybenzoyl)pyrrolidine-3-carbonyl)oxy)methyl 1-benzyl-1,4-dihydropyridine-3-carboxylate C(C1=CC=CC=C1)N1C=C(CC=C1)C(=O)OCOC(=O)C1(CN(CC1)C(C1=CC=C(C=C1)OC)=O)COC1=CC=C(C=C1)C1=CC=C(C=C1)C#N